tert-Butyl (2S,4S)-2-[[(1S)-2-methoxy-2-oxo-1-[[(3S)-2-oxo-3-piperidyl]methyl]ethyl]carbamoyl]-4-phenyl-pyrrolidine-1-carboxylate COC([C@H](C[C@H]1C(NCCC1)=O)NC(=O)[C@H]1N(C[C@@H](C1)C1=CC=CC=C1)C(=O)OC(C)(C)C)=O